C(C1=CN=CC=C1)(=O)OCCOCCCC β-butoxyethyl nicotinate